C[C@@H]1CC2(C(C(CCO2)=O)C(=O)OCC)CCN1C(=O)OC(C)(C)C 9-(tert-butyl) 5-ethyl (8R)-8-methyl-4-oxo-1-oxa-9-azaspiro[5.5]-undecane-5,9-dicarboxylate